C(C1=CC=CC=C1)(=O)N=[S@@](=O)(C)C[C@H]1[C@@H](N(C1)C(=O)OC(C)(C)C)C |&1:9| rac-tert-butyl (trans)-3-((N-benzoyl-S-methylsulfonimidoyl)methyl)-2-methylazetidine-1-carboxylate